3-cyclopropoxy-1-((methylthio)methyl)-4-nitro-1H-pyrazole C1(CC1)OC1=NN(C=C1[N+](=O)[O-])CSC